C(C)(=O)OC(CN(CC1=CC=C(C=C1)OC)CC1=CC=C(C=C1)OC)CBr 1-(bis(4-methoxybenzyl) amino)-3-bromopropan-2-yl acetate